COC(C1=CC=C(C=C1)CC1S(CC(C#CC1(C)C)(C)C)(=O)=NC)=O.COC1=CC2=CC=CC=C2C(=C1)OC 2,4-dimethoxynaphthalene methyl-4-((3,3,6,6-tetramethyl-1-(methylimino)-1-oxido-4,5-didehydro-2,3,6,7-tetrahydro-1H-1λ6-thiepin-2-yl)methyl)benzoate